F[C@H]1[C@@]2(CC[C@](C[C@H]1N(C)C1=NC=C(N=C1)C1=C(C=C(C(=C1)F)C1=CN=NC(=C1)OC)OCOC)(N2C(=O)[O-])C)C (1S,2R,3R,5R)-2-fluoro-3-((5-(5-fluoro-2-(methoxymethoxy)-4-(6-methoxypyridazin-4-yl) phenyl) pyrazin-2-yl) (methyl) amino)-1,5-dimethyl-8-azabicyclo[3.2.1]octane-8-carboxylate